C1(CC1)N([C@@H]1CC[C@@H]2[C@H]1N(C(N2)=O)C=2SC1=C(N2)C2=C(C=C1)OCC2)C |r| rac-(3aR,6R,6aR)-6-[cyclopropyl(methyl)amino]-1-(7,8-dihydrofuro[3,2-e][1,3]benzothiazol-2-yl)hexahydrocyclopenta[d]imidazol-2(1H)-one